ClC1=C(C=CC(=C1)F)C(=O)N1CC2CCC(C1)N2C2=C(C(=CC(=C2)S(=O)(=O)CC(C)(C)C)C)OCOC (2-chloro-4-fluoro-phenyl)-[8-[5-(2,2-dimethylpropylsulfonyl)-2-(methoxymethoxy)-3-methyl-phenyl]-3,8-diazabicyclo[3.2.1]octan-3-yl]methanone